6-(4-Chloro-3-cyclopropyl-3H-imidazo[4,5-c]pyridin-6-yl)-1-((1s,3s)-3-(3,3-dimethylpyrrolidin-1-yl)cyclobutyl)-2-oxospiro[indoline-3,4'-piperidine]-1'-carboxylic acid tert-butyl ester C(C)(C)(C)OC(=O)N1CCC2(CC1)C(N(C1=CC(=CC=C12)C1=CC2=C(C(=N1)Cl)N(C=N2)C2CC2)C2CC(C2)N2CC(CC2)(C)C)=O